FC(C(=C)C1=CC(=CC=C1)C)F 1-(3,3-difluoro-prop-1-en-2-yl)-3-methylbenzene